BrC1=C(C(=CC=C1C)F)O 2-bromo-6-fluoro-3-methylphenol